4-(2-amino-3-(methoxycarbonyl)-5-phenylpentyl)benzoic acid methyl ester hydrochloride Cl.COC(C1=CC=C(C=C1)CC(C(CCC1=CC=CC=C1)C(=O)OC)N)=O